4-[[3-(3-fluoro-4-methoxy-phenyl)imidazo[1,2-a]pyrazin-8-yl]amino]-2-methyl-N-(2-tetrahydropyran-4-ylethyl)benzamide FC=1C=C(C=CC1OC)C1=CN=C2N1C=CN=C2NC2=CC(=C(C(=O)NCCC1CCOCC1)C=C2)C